3-((isoquinoline-1-carboxamido)methyl)-5-(2-(trifluoromethyl)benzyl)-4,5-dihydroisoxazole C1(=NC=CC2=CC=CC=C12)C(=O)NCC1=NOC(C1)CC1=C(C=CC=C1)C(F)(F)F